tert-Butyl N-[exo-3-azabicyclo[3.1.0]hexan-6-ylmethyl]carbamate C12CNCC2C1CNC(OC(C)(C)C)=O